bis-allylpiperazine C(C=C)N1CCN(CC1)CC=C